C(C)(C)(C)OC(=O)NC=1C(=C(C=CC1)CC(=O)OCC)O ethyl 2-(3-((tert-butoxycarbonyl)amino)-2-hydroxyphenyl)acetate